BrC=1C(N(C(N(C1)C)=O)C)=O 5-bromo-1,3-dimethylpyrimidine-2,4(1h,3h)-dione